methyl (2S)-5-((R)-2-hydroxy-2-phenylacetamido)-6-[[(1R,3R)-3-(methoxycarbonyl)cyclohexyl] amino]-2-methyl-1,2,3,4-tetrahydroquinoline-1-carboxylate O[C@@H](C(=O)NC1=C2CC[C@@H](N(C2=CC=C1N[C@H]1C[C@@H](CCC1)C(=O)OC)C(=O)OC)C)C1=CC=CC=C1